C1(CC1)S(=O)(=O)N1CCC(CC1)NC1=NC=C(C(=N1)C1=C(N=C(S1)NC)C)F 5-[2-[(1-cyclopropylsulfonyl-4-piperidyl)amino]-5-fluoro-pyrimidin-4-yl]-N,4-dimethyl-thiazol-2-amine